N-(5-chloroquinolin-3-yl)-1-(1-oxo-1,2-dihydroisoquinolin-5-yl)-5-trifluoromethyl-1H-pyrazole-4-carboxamide ClC1=C2C=C(C=NC2=CC=C1)NC(=O)C=1C=NN(C1C(F)(F)F)C1=C2C=CNC(C2=CC=C1)=O